ClC=1C=C(C=C(C1OC1=NN(C(C2=CC=CC=C12)=O)C)Cl)N1C(C2=CC=CC=C2C1=O)=O 2-(3,5-dichloro-4-((3-methyl-4-oxo-3,4-dihydrophthalazin-1-yl)oxy)phenyl)isoindoline-1,3-dione